tertbutanethiol C(C)(C)(C)S